tert-butyl (4S)-4-[3-[(6-anilino-2-pyridyl)sulfonyl amino]propyl]-2,2-dimethyl-pyrrolidine-1-carboxylate N(C1=CC=CC=C1)C1=CC=CC(=N1)S(=O)(=O)NCCC[C@H]1CC(N(C1)C(=O)OC(C)(C)C)(C)C